BrC1=CC=C2C(C(NC2=C1F)=O)=O 6-bromo-7-fluoroindole-2,3-dione